9-benzyl-6-isopropoxy-8-(2-methyl-4-(2-(4-methylpiperazin-1-yl)ethoxy)phenyl)-9H-purine C(C1=CC=CC=C1)N1C2=NC=NC(=C2N=C1C1=C(C=C(C=C1)OCCN1CCN(CC1)C)C)OC(C)C